4-((4-((4,4-difluoropiperidin-1-yl)methyl)benzyl)thio)-2-(2,6-dioxopiperidin-3-yl)-7-fluoroisoindoline-1,3-dione FC1(CCN(CC1)CC1=CC=C(CSC2=C3C(N(C(C3=C(C=C2)F)=O)C2C(NC(CC2)=O)=O)=O)C=C1)F